(5-cyclopentadienyl)iron C1=CC=CC1[Fe]